(5-(1-(4-chlorobenzoyl)-piperidin-4-yl)-3-hydroxy-pyridin-2-yl)glycine ClC1=CC=C(C(=O)N2CCC(CC2)C=2C=C(C(=NC2)NCC(=O)O)O)C=C1